(7-cyclopentyl-4-phenyl-7H-pyrrolo[2,3-d]pyrimidin-6-yl)diphenylphosphine oxide C1(CCCC1)N1C(=CC2=C1N=CN=C2C2=CC=CC=C2)P(C2=CC=CC=C2)(C2=CC=CC=C2)=O